FC(C1=NN=C(S1)C1=NC=C2N1C=C(C=C2N2CCOCC2)S(=O)(=O)NC2(CC2)C)F 3-(5-(difluoromethyl)-1,3,4-thiadiazol-2-yl)-N-(1-methylcyclopropyl)-8-morpholinoimidazo[1,5-a]pyridine-6-sulfonamide